4-chloro-6-[(1S)-1-[(2S)-1-methylpyrrolidin-2-yl]ethoxy]-2-[2-(trimethylsilyl)-ethynyl]pyrimidine ClC1=NC(=NC(=C1)O[C@@H](C)[C@H]1N(CCC1)C)C#C[Si](C)(C)C